BrC1=C2C=NNC2=C(C=C1)Br 4,7-dibromo-1H-indazole